3-[2-(2-aminoethylamino)ethylamino]propyl-trimethoxysilane NCCNCCNCCC[Si](OC)(OC)OC